C[C@H]1[C@H]([C@H]([C@@H]([C@@H](O1)O[C@@H]2[C@H]([C@@H](O[C@@H]([C@H]2O[C@H]3[C@@H]([C@H]([C@H]([C@H](O3)CO)O)O)O[C@H]4[C@H]([C@@H]([C@@H]([C@@H](O4)C)O)O)O)CO)O[C@H]5[C@H]([C@H](O[C@H]([C@@H]5O)O[C@@H]6[C@H](OC([C@@H]([C@H]6O)O)O)CO)CO)O)NC(=O)C)O)O)O The molecule is a branched amino hexasaccharide comprising two fucose, two galactose, one glucosamine and one glucose unit (at the reducing end), linked as shown. It is a glucosamine oligosaccharide and an amino hexasaccharide.